Potassium chloride (Chromate) [Cr](=O)(=O)(O)O.[Cl-].[K+]